ClC=1C=C(C=CC1F)N(C(/C=C/C(=O)OCC)=O)C(C)C ethyl (E)-4-((3-chloro-4-fluorophenyl) (isopropyl) amino)-4-oxobut-2-enoate